NC1=NC2=CC=C(C=C2C=C1C)C(=O)N(CC1=NC=C(C=C1)C(F)(F)F)CC1=CC=NC=C1 2-amino-3-methyl-N-(4-pyridinylmethyl)-N-((5-(trifluoromethyl)-2-pyridinyl)methyl)-6-quinolinecarboxamide